C(CCCCCCC\C=C/CCCCCCCC)(=O)C([NH+](C)C)C(CCCCCCC\C=C/CCCCCCCC)=O dioleoyl-trimethyl-ammonium